2-(3-(5-Chloro-2-((6-methoxy-2-methyl-1,2,3,4-tetrahydroisoquinolin-7-yl)amino)pyrimidin-4-yl)-1H-indazol-1-yl)acetic acid ClC=1C(=NC(=NC1)NC1=C(C=C2CCN(CC2=C1)C)OC)C1=NN(C2=CC=CC=C12)CC(=O)O